C(CCCCCCCCCCC)(=O)[Ru](C(CCCCCCCCCCC)=O)C(CCCCCCCCCCC)=O tris(lauroyl)ruthenium